methyl-L-phenylalanine CN[C@@H](CC1=CC=CC=C1)C(=O)O